8-methoxy-7-[3-(morpholin-4-yl)propoxy]-N-(propan-2-yl)-1H,2H,3H-cyclopenta[c]quinolin-4-amine trifluoroacetate FC(C(=O)O)(F)F.COC1=CC=2C3=C(C(=NC2C=C1OCCCN1CCOCC1)NC(C)C)CCC3